ClC=1C=C(C=C(C1)Cl)NC1=NC2=CC=CC=C2C(=N1)N(CC)CC N2-(3,5-dichlorophenyl)-N4,N4-diethylquinazoline-2,4-diamine